7-cyclopropyl-4-(cyclopropylamino)quinazolin-2(1H)-one C1(CC1)C1=CC=C2C(=NC(NC2=C1)=O)NC1CC1